C(C=C(C)C)C1=C(C=2C(C[C@H](OC2C=C1O)C1=CC=C(O)C=C1)=O)O (2S)-6-Prenylnaringenin